1-(5-chloro-3-fluoropyridin-2-yl)-4-(4-(difluoromethyl)benzyl)-3-(oxetan-3-yl)piperazine-2,5-dione ClC=1C=C(C(=NC1)N1C(C(N(C(C1)=O)CC1=CC=C(C=C1)C(F)F)C1COC1)=O)F